ClC1=CC=C(OC2=CC=C3C(CCOC3=C2)NC(C=C)=O)C=C1 N-{7-(4-chlorophenoxy)chroman-4-yl}acrylamide